6-bromo-2,4-diphenylquinoline BrC=1C=C2C(=CC(=NC2=CC1)C1=CC=CC=C1)C1=CC=CC=C1